4-iodo-1-((4-(trifluoromethyl)phenyl)sulfonyl)-1H-indole-3-carbaldehyde IC1=C2C(=CN(C2=CC=C1)S(=O)(=O)C1=CC=C(C=C1)C(F)(F)F)C=O